1-(4-Chlorophenyl)-2,2,2-trifluoro-1-ethanon-O-(1,3-dioxolan-2-ylmethyl)oxim Methyl-3-(3-(3-methoxyphenoxy)azetidin-1-yl)-2-(1H-pyrrol-1-yl)benzoate COC(C1=C(C(=CC=C1)N1CC(C1)OC1=CC(=CC=C1)OC)N1C=CC=C1)=O.O1C(OCC1)CON=C(C(F)(F)F)C1=CC=C(C=C1)Cl